CC(=CCNC1=C2C(=NC=N1)N(C=N2)[C@H]3[C@@H]([C@@H]([C@H](O3)CO)O)O)C isopentenyladenosine